(1S)-1-ethynyl-N-(1-methylcyclopropyl)-4-[(1-methylpyrazol-4-yl)(2H2)methyl]-5-oxo-1H,2H-imidazo[1,2-a]quinazoline-7-sulfonamide C(#C)[C@H]1CN=C2N1C1=CC=C(C=C1C(N2C([2H])([2H])C=2C=NN(C2)C)=O)S(=O)(=O)NC2(CC2)C